lithium 4-aminophenoxide NC1=CC=C([O-])C=C1.[Li+]